5-(4-(trifluoromethyl)phenethoxy)-1H-indole-1-carboxylate FC(C1=CC=C(CCOC=2C=C3C=CN(C3=CC2)C(=O)[O-])C=C1)(F)F